C(C1=CC=CC=C1)OC(=O)N1[C@H](OC([C@@H]1CC12C[C@]3(C[C@](CC(C1)C3)(C2)C)C)=O)C(C)(C)C.ClC2=CC(=C(C=C2)CC(=O)C2=CNC3=CC(=CC=C23)OC)OC 2-(4-chloro-2-methoxyphenyl)-1-(6-methoxy-1H-indol-3-yl)ethanone Benzyl-(2R,4S)-2-(tert-butyl)-4-(((1r,3R,5S,7S)-3,5-dimethyladamantan-1-yl)methyl)-5-oxooxazolidine-3-carboxylate